(3S,4R,5R,6S)-1-{6-[(2-propyl-1,3-thiazol-4-yl)methoxy]hexyl}-3,4,5,6-azepanetetrol C(CC)C=1SC=C(N1)COCCCCCCN1C[C@@H]([C@H]([C@@H]([C@H](C1)O)O)O)O